C(C1=CC=CC=C1)N1CC(C(CC1)(C(=O)OCC)CC)=O ethyl 1-benzyl-4-ethyl-3-oxo-piperidine-4-carboxylate